C1=CC=CC=2C3=CC=CC=C3C(C12)COC(=O)N([C@H](C(=O)O)CC=1C=NC=C(C1)O)C (S)-2-((((9H-fluoren-9-yl)methoxy)carbonyl)(methyl)amino)-3-(5-hydroxypyridin-3-yl)propanoic acid